ethyl 6-chloro-4-morpholinonicotinate ClC1=NC=C(C(=O)OCC)C(=C1)N1CCOCC1